C(C)(=O)NC1=NNC=C1 acetylaminopyrazole